1,2-di-linoleoyl-sn-glycerol C(CCCCCCC\C=C/C\C=C/CCCCC)(=O)OC[C@@H](OC(CCCCCCC\C=C/C\C=C/CCCCC)=O)CO